fluoro-5-morpholinobenzoic acid methyl ester COC(C1=C(C=CC(=C1)N1CCOCC1)F)=O